5-amino-1-(3-morpholinocyclobutyl)-3-(2-phenylquinolin-7-yl)-1H-pyrazole-4-carboxamide NC1=C(C(=NN1C1CC(C1)N1CCOCC1)C1=CC=C2C=CC(=NC2=C1)C1=CC=CC=C1)C(=O)N